7-acetamido-N-(5-methylpyridin-2-yl)-1,2,3,4-tetrahydroquinoline-6-carboxamide C(C)(=O)NC1=C(C=C2CCCNC2=C1)C(=O)NC1=NC=C(C=C1)C